6-((3-acrylamidophenyl)amino)-6-oxohexanoic acid C(C=C)(=O)NC=1C=C(C=CC1)NC(CCCCC(=O)O)=O